C1(CCCC1)C1=NN(C2=C(N=CC=C21)N=C(C2=CC=CC=C2)C2=CC=CC=C2)C2=CC=C(CNC(C1=C(C=CC=C1)OC)=O)C=C2 N-(4-(3-cyclopentyl-7-((diphenylmethylene)amino)-1H-pyrazolo[3,4-c]pyridin-1-yl)benzyl)-2-methoxybenzamide